2-methoxy-5-methyl-4-(4-methylpiperazin-1-yl)aniline COC1=C(N)C=C(C(=C1)N1CCN(CC1)C)C